2-(naphthalen-1-yl)benzo[4,5]Thieno[3,2-d]Pyrimidine C1(=CC=CC2=CC=CC=C12)C=1N=CC2=C(N1)C1=C(S2)C=CC=C1